[(1S)-1-[[(1S)-3-chloro-2-oxo-1-[[(3S)-2-oxopyrrolidin-3-yl]methyl]propyl]carbamoyl]-3-methyl-butyl]-4-methoxy-1H-indole-2-carboxamide ClCC([C@H](C[C@H]1C(NCC1)=O)NC(=O)[C@H](CC(C)C)N1C(=CC2=C(C=CC=C12)OC)C(=O)N)=O